N(=[N+]=[N-])C1=C2C=NN(C2=C(C=C1)Cl)COCC[Si](C)(C)C 4-azido-7-chloro-1-[[2-(trimethylsilyl)ethoxy]methyl]indazole